C(C)(=O)N1CCC2(CNC=3N(C2)N=C(C3C=3C=CC(N(N3)C3=C(C=CC=C3)C)=O)C3=CC=C(C=C3)F)CC1 6-[1-acetyl-2'-(4-fluorophenyl)-4',5'-dihydrospiro[piperidine-4,6'-pyrazolo[1,5-a]pyrimidin]-3'-yl]-2-(2-methylphenyl)pyridazin-3(2H)-one